5-fluoro-2-((7-fluoro-2,3-dihydrobenzo[f][1,4]oxazepin-4(5H)-yl)sulfonyl)benzonitrile FC=1C=CC(=C(C#N)C1)S(=O)(=O)N1CCOC2=C(C1)C=C(C=C2)F